Cl.FC(C1=CC=C(C=N1)C(C)N1CC2(CC1=O)CCNCC2)(F)F 2-(1-(6-(trifluoromethyl)pyridin-3-yl)ethyl)-2,8-diazaspiro[4.5]decan-3-one hydrochloride